4-iodo-2-(2H-1,2,3-triazol-2-yl)aniline IC1=CC(=C(N)C=C1)N1N=CC=N1